4-Boc-3-morpholineacetic acid C(=O)(OC(C)(C)C)N1C(COCC1)CC(=O)O